[Y].N1CCC(CC1)OCCOCCO 2-(2-(piperidin-4-yloxy)ethoxy)ethan-1-ol yttrium